O=C1CC(NC=C1)=O 4-oxo-4H-pyridon